mesylarginine S(=O)(=O)(C)N[C@@H](CCCNC(N)=N)C(=O)O